tert-butyl 6-[7-[4-fluoro-2-[2-[2-[[1-(trifluoromethyl)cyclopropyl]methoxycarbonylamino]ethoxy]ethoxy]phenyl]thieno[2,3-d]pyridazin-4-yl]-3,4-dihydro-1H-isoquinoline-2-carboxylate FC1=CC(=C(C=C1)C=1N=NC(=C2C1SC=C2)C=2C=C1CCN(CC1=CC2)C(=O)OC(C)(C)C)OCCOCCNC(=O)OCC2(CC2)C(F)(F)F